C(C)(C)(C)OC(=O)N1CC(=C(CC1)C1=CC=C(C=C1)OC)COS(=O)(=O)C 4-(4-methoxyphenyl)-3-{[(methylsulfonyl)oxy]methyl}-5,6-dihydropyridine-1(2H)-carboxylic acid tert-butyl ester